C(CCC)S(=O)(=O)OF perfluoro butanesulfonate